FC=1C(=C(C(=O)N(C)C)C=C(C1C)[N+](=O)[O-])C 3-fluoro-N,N,2,4-tetramethyl-5-nitro-benzamide